2-cyclohexyl-7-(1-methylpyrazol-4-yl)-5H-pyrrolo[2,3-b]pyrazine C1(CCCCC1)C=1N=C2C(=NC1)NC=C2C=2C=NN(C2)C